OC1=CC=C(C=C1)C(CC)(CC)C1=CC=C(OCCCNC(OC(C)(C)C)=O)C=C1 tert-butyl (3-(4-(3-(4-hydroxylphenyl)pentan-3-yl)phenoxy)propyl)carbamate